ClC=1C=C(C=C(C1OC)Cl)C=1CC2(CC2)CC1C1=CC=C(C=C1)S(=O)(=O)C 5-(3,5-dichloro-4-methoxyphenyl)-6-[4-(methylsulfonyl)phenyl]Spiro[2.4]hept-5-ene